4-[4-Amino-5-(3-amino-2-fluoro-phenyl)-pyrrolo[2,3-d]pyrimidin-7-yl]-piperidine-1-carboxylic Acid Tert-Butyl Ester C(C)(C)(C)OC(=O)N1CCC(CC1)N1C=C(C2=C1N=CN=C2N)C2=C(C(=CC=C2)N)F